C1=CC=CC=2C(C3=C(CCC21)C=CC=C3)=O 10,11-Dihydro-5H-dibenzo[a,d][7]annulen-5-one